C(C)(C)(C)OC(NN1C(=NC=C1)C(C(C)OC)=O)=O (2-(2-Methoxypropionyl)-1H-imidazol-1-yl)carbamic acid tert-butyl ester